O=C1NC(CCC1N1C(C2=CC=C(C=C2C1)C[C@@H]1[C@H](CCCC1)NC(C)C1(CC1)C#N)=O)=O 1-(1-(((1S,2R)-2-((2-(2,6-dioxopiperidin-3-yl)-1-oxoisoindolin-5-yl)methyl)cyclohexyl)amino)ethyl)cyclopropane-1-carbonitrile